N-acetyl-S-((4-fluoro-3-oxoquinuclidin-2-yl)methyl)-L-cysteine C(C)(=O)N[C@@H](CSCC1N2CCC(C1=O)(CC2)F)C(=O)O